C(C(=C)C)(=O)OCC1=C(C=C(C=C1Br)Br)Br 2,4,6-tribromobenzyl methacrylate